4-hydroxyphenylpropionic acid C1=CC(=CC=C1CCC(=O)O)O